(rac)-3-methyl-5-(1-methyl-1H-imidazol-4-yl)-1-[(oxetan-2-yl)methyl]-1H-pyrazole CC1=NN(C(=C1)C=1N=CN(C1)C)C[C@@H]1OCC1 |r|